N-(2,2,2-trifluoroethyl)-5-[[4-[5-(trifluoromethyl)-1,2,4-oxadiazol-3-yl]phenyl]methyl]-1,2,4-oxadiazole FC(CN1OC(=NC1)CC1=CC=C(C=C1)C1=NOC(=N1)C(F)(F)F)(F)F